Cl.NC1=NC=C(C=C1OCC=1C=C(C=CC1)C#CC(C)(O)C)C=1C=NN(C1)C1CCN(CC1)C([2H])([2H])[2H] 4-(3-(((2-amino-5-(1-(1-trideuteriomethylpiperidin-4-yl)-1H-pyrazol-4-yl)pyridin-3-yl)oxy)methyl)phenyl)-2-methylbut-3-yn-2-ol hydrochloride